ClC=1C=CC(=C(C1)C1=CC(N(C=C1F)C(CC=1C=NN(C1)C)C1=NC2=C(N1)C=CC(=C2)C(=O)N)=O)N2N=NN=C2 2-(1-(4-(5-chloro-2-(1H-tetrazol-1-yl)phenyl)-5-fluoro-2-oxopyridin-1(2H)-yl)-2-(1-methyl-1H-pyrazol-4-yl)ethyl)-1H-benzo[d]imidazole-5-carboxamide